BrC(C(OC)OC)C 2-bromo-1,1-dimethoxypropane